[Na].C(CCC)OCCOCCO diethylene glycol monobutyl ether sodium salt